1-(2-phenylpyridin-4-yl)ethan-1-one C1(=CC=CC=C1)C1=NC=CC(=C1)C(C)=O